1,1,1-trimethylolpropane dimethacrylate C(C(=C)C)(=O)O.C(C(=C)C)(=O)O.C(O)C(CC)(CO)CO